FC(C=1C=NC(=NC1)N1CCC(CC1)CCON=CC(C)NC=1C=NNC(C1C(F)(F)F)=O)(F)F 2-((6-oxo-5-(trifluoromethyl)-1,6-dihydropyridazin-4-yl)amino)propanal-O-(2-(1-(5-(trifluoromethyl)pyrimidin-2-yl)piperidin-4-yl)ethyl) oxime